C(CCC)NC=1N=CC2=C(N(C(C=3C=C(C=CC23)CN2CCN(CC2)C)=O)[C@@H]2CC[C@H](CC2)C(=O)N(C)C)N1 trans-4-(3-(Butylamino)-8-((4-methylpiperazin-1-yl)methyl)-6-oxopyrimido[4,5-c]isoquinolin-5(6H)-yl)-N,N-dimethylcyclohexane-1-carboxamide